N-ethyl-N-(4-methylphenyl)amine C(C)NC1=CC=C(C=C1)C